(S)-4-(2-(1-ethyl-3-(trifluoromethyl)-1H-pyrazol-4-yl)-3-fluorophenyl)-3-methyl-4,5,6,7-tetrahydrothieno[2,3-c]pyridine-2-carbonitrile C(C)N1N=C(C(=C1)C1=C(C=CC=C1F)[C@H]1C2=C(CNC1)SC(=C2C)C#N)C(F)(F)F